1-fluoromethyl-2-{4-[4-pyridin-4-yl-1-(2,2,2-trifluoro-ethyl)-1H-pyrazol-3-yl]-phenoxymethyl}-1H-benzimidazole FCN1C(=NC2=C1C=CC=C2)COC2=CC=C(C=C2)C2=NN(C=C2C2=CC=NC=C2)CC(F)(F)F